C(C)OC(C=O)=O (oxo)acetic acid ethyl ester